C(C(=C)C)(=O)OCC(CO)O (2,3-dihydroxypropyl) methacrylate